N-(1-(4-(4-methoxyphenylethoxy)phenethyl)-2-(trifluoromethyl)-1H-benzo[d]imidazol-5-yl)-2,6-difluorobenzamide COC1=CC=C(C=C1)CCOC1=CC=C(CCN2C(=NC3=C2C=CC(=C3)NC(C3=C(C=CC=C3F)F)=O)C(F)(F)F)C=C1